(5S)-5-cyclopropyl-5-(3-methyl-2-(5-(trifluoromethyl)isoindoline-2-carbonyl)butyl)imidazolidine-2,4-dione C1(CC1)[C@]1(C(NC(N1)=O)=O)CC(C(C)C)C(=O)N1CC2=CC=C(C=C2C1)C(F)(F)F